C(C1=CC=CC=C1)C(CC)(CC)O 3-benzyl-3-pentanol